CN(C1=CC=NC=C1C#CC1=C(C=CC=C1)NS(=O)(=O)C=1C(=CC=C2C=CC=NC12)C)C 4-(Dimethylamino)-5-{2-[2-(7-methylchinolin-8-sulfonamido)phenyl]ethynyl}-pyridin